BrC1=NC=2C(=NC(=C(N2)C2=CC(=C(C=C2)OC)F)C2=CC(=C(C#N)C=C2)F)N1C 4-(2-bromo-5-(3-fluoro-4-methoxyphenyl)-1-methyl-1H-imidazo[4,5-b]pyrazin-6-yl)-2-fluorobenzonitrile